C(C)(C)(C)C=1NC=2N(C(C1)=O)N=CC2NC2=CC=C(C=C2)Cl 5-(tert-butyl)-3-((4-chlorophenyl)amino)pyrazolo[1,5-a]pyrimidin-7(4H)-one